(2-piperidinyl)methanol N1C(CCCC1)CO